[Pt](Cl)Cl.C1(=CC=CC=C1)P(C1=CC=CC=C1)C1=CC=CC=C1.C1(=CC=CC=C1)P(C1=CC=CC=C1)C1=CC=CC=C1 di(triphenylphosphine) platinum (II) chloride